N-([1,1'-biphenyl]-2-yl)-N-(9,9-dimethyl-9H-fluoren-2-yl)-11,11-diphenyl-11H-benzo[a]fluoren-9-amine C1(=C(C=CC=C1)N(C1=CC=C2C3=CC=C4C(=C3C(C2=C1)(C1=CC=CC=C1)C1=CC=CC=C1)C=CC=C4)C4=CC=1C(C2=CC=CC=C2C1C=C4)(C)C)C4=CC=CC=C4